Cl.[Si](C)(C)(C(C)(C)C)O[C@@H]1CNCC1 (S)-3-((tert-butyldimethylsilyl)oxy)pyrrolidine hydrochloride